3-bromo-6-(2,6-difluoro-4-(2-methyl-2H-indazol-4-yl)benzyl)-6,7-dihydro-5H-pyrrolo[3,4-b]pyridin-5-one-7,7-d2 BrC=1C=C2C(=NC1)C(N(C2=O)CC2=C(C=C(C=C2F)C=2C1=CN(N=C1C=CC2)C)F)([2H])[2H]